BrC=1C=C(C=C(C1)Br)[C@H](CC(=O)O)NC(CNC(=O)C1=CC(=C2C=NNC2=C1)NC=1NCC(CN1)F)=O (3S)-3-(3,5-dibromophenyl)-3-(2-(4-((5-fluoro-1,4,5,6-tetrahydropyrimidin-2-yl)amino)-1H-indazole-6-carboxamido)acetamido)propanoic acid